CC1CCC2C(C2(C1)O)(C)C caranol